N[C@H](C(=O)O)[C@@H](O)C1=CC=C(C=C1)C(N)=O (2S,3S)-2-Amino-3-(4-carbamoylphenyl)-3-hydroxypropanoic acid